FC(OC=1C=C(C=C(C1)F)C1=CC2=C(OC(CN2S(=O)(=O)C2=CC(=CC=C2)C(F)(F)F)C23CCC(CC2)(CC3)C(=O)O)C=C1)F 4-(6-(3-(difluoromethoxy)-5-fluorophenyl)-4-((3-(trifluoromethyl)phenyl)sulfonyl)-3,4-dihydro-2H-benzo[b][1,4]oxazin-2-yl)bicyclo[2.2.2]octane-1-carboxylic acid